C[C@H]1[C@@H](C[C@H]([C@@H](O1)OCCCCCCCCCCCCCC[C@H](CC(=O)O)O)O)O The molecule is an omega-hydroxy fatty acid ascaroside that is oscr#30 in which the pro-R hydrogen beta to the carboxy group is replaced by a hydroxy group. It is a metabolite of the nematode Caenorhabditis elegans. It has a role as a Caenorhabditis elegans metabolite. It is an omega-hydroxy fatty acid ascaroside, a 3-hydroxy carboxylic acid and a monocarboxylic acid. It derives from an oscr#30 and a (3R)-3,17-dihydroxymargaric acid. It is a conjugate acid of a bhos#30(1-).